CN1C(=NC(=C1C(=O)OCC)C)C1=C(C(=CC=C1)Cl)F ethyl 1,4-dimethyl-2-(3-chloro-2-fluorophenyl)-1H-imidazole-5-carboxylate